(R)-2-fluoro-5-(6-((1-hydroxypropan-2-yl)amino)-5-(1-methyl-1H-pyrazol-4-yl)pyridin-3-yl)-4-methyl-N-(1H-pyrazol-3-yl)benzamide FC1=C(C(=O)NC2=NNC=C2)C=C(C(=C1)C)C=1C=NC(=C(C1)C=1C=NN(C1)C)N[C@@H](CO)C